1,4-dimethyl-1,4,7-triazonane CN1CCN(CCNCC1)C